phenyl ((1S,9S)-9-ethyl-5-fluoro-9-hydroxy-4-methyl-10,13-dioxo-2,3,9,10,13,15-hexahydro-1H,12H-benzo[de]pyrano[3',4':6,7]indolizino[1,2-b]quinolin-1-yl)carbamate C(C)[C@]1(C(OCC=2C(N3CC=4C(=NC=5C=C(C(=C6C5C4[C@H](CC6)NC(OC6=CC=CC=C6)=O)C)F)C3=CC21)=O)=O)O